(S)-6-((1-hydroxy-3-(octadecyloxy)propan-2-yl)amino)nicotinonitrile OC[C@@H](COCCCCCCCCCCCCCCCCCC)NC1=NC=C(C#N)C=C1